4-(3,5-dimethylphenyl)-8-(3,3,3-trifluoro-2,2-dimethylpropyl)benzo[f]isoquinoline CC=1C=C(C=C(C1)C)C1=NC=CC=2C3=C(C=CC12)C=C(C=C3)CC(C(F)(F)F)(C)C